C(C)(C)(C)OC(=O)N1CCC(CC1)(C=1C=C2C=NN(C2=CC1)C1=CC(=C(C(=C1)OCOC)F)F)C(=O)Cl tert-butyl-4-(chlorocarbonyl)-4-(1-(3,4-difluoro-5-(methoxymethoxy)phenyl)-1H-indazol-5-yl)piperidine-1-carboxylate